ClC1=C(CNC(=O)[C@@H]2C=3C=CC=NC3[C@H](CC2)O)C(=CC(=C1)Cl)C (5s,8s)-N-(2,4-dichloro-6-methylbenzyl)-8-hydroxy-5,6,7,8-tetrahydroquinoline-5-carboxamide